NCC(CC)(O)O Aminomethyl-Propanediol